ClC=1C=NN(C1C(=O)NC1=NC=C(C=C1F)C#CC1=CC=CC=C1)C[C@H]1[C@H](CN(CC1)C(C(C)C)=O)F 4-chloro-1-(((3R,4S)-3-fluoro-1-isobutyrylpiperidin-4-yl)methyl)-N-(3-fluoro-5-(phenylethynyl)pyridin-2-yl)-1H-pyrazole-5-carboxamide